O-(2-cyclopropyl-6-nitrobenzo[d]oxazol-5-yl)-N-trityl-L-serine methyl ester COC([C@@H](NC(C1=CC=CC=C1)(C1=CC=CC=C1)C1=CC=CC=C1)COC=1C(=CC2=C(N=C(O2)C2CC2)C1)[N+](=O)[O-])=O